ClC1=C2C(=NC=C1)N(C=C2CC2CC2)COCC[Si](C)(C)C 4-chloro-3-(cyclopropylmethyl)-1-((2-(trimethylsilyl)ethoxy)methyl)-1H-pyrrolo[2,3-b]pyridine